FC1(CCN(CC1)CC1CN(CC1)C(=O)OC(C)(C)C)F tert-butyl 3-((4,4-difluoropiperidin-1-yl)methyl)pyrrolidine-1-carboxylate